O.C(C)(=O)OCCCC butyl acetate hydrate